C(C1=CC=CC=C1)OCCOC1=C(C=CC=C1)Br 1-(2-(benzyloxy)ethoxy)-2-bromobenzene